7-oxooctahydro-1H-indole-1-carboxylate O=C1CCCC2CCN(C12)C(=O)[O-]